C1(=CC=CC=C1)C(=C(C1=CC=CC=C1)C1=CC=CC=C1)C1=CC=C(C=C1)/C(/C#N)=C/C#N 2-(4-(1,2,2-triphenylvinyl)phenyl)maleonitrile